N-(4-((3-((4-Chloro-3-(trifluoromethyl)phenyl)sulfonamido)-5-methylpyridin-2-yl)oxy)phenyl)-N-methylacrylamide ClC1=C(C=C(C=C1)S(=O)(=O)NC=1C(=NC=C(C1)C)OC1=CC=C(C=C1)N(C(C=C)=O)C)C(F)(F)F